O[C@@H]1[C@H](CCC1)NC(OC(C)(C)C)=O |o1:1,2| tert-butyl (rel-(1S,2S)-2-hydroxycyclopentyl)carbamate